Racemic-3-(3-chloro-4-fluorophenyl)-1-(3-hydroxypropyl)-1-(1-(1-oxo-1,2-dihydro-2,7-naphthyridin-4-yl)ethyl)urea ClC=1C=C(C=CC1F)NC(N([C@H](C)C1=CNC(C2=CN=CC=C12)=O)CCCO)=O |r|